(2-carboxylethyl)phosphine (±)-trans-Ethyl-2-(4-aminopyridin-2-yl)cyclopropanecarboxylate C(C)OC(=O)[C@H]1[C@@H](C1)C1=NC=CC(=C1)N.C(=O)(O)CCP |r|